methyl (7-(((s)-1-hydroxyhexan-3-yl)amino)-1-((3-methoxy-5-(1-(tetrahydrofuran-3-yl)piperidin-4-yl)pyridin-2-yl)methyl)-1H-pyrazolo[4,3-d]pyrimidin-5-yl)carbamate OCC[C@H](CCC)NC=1C2=C(N=C(N1)NC(OC)=O)C=NN2CC2=NC=C(C=C2OC)C2CCN(CC2)C2COCC2